3,3'-dinitro-4,4'-dihydroxybiphenyl [N+](=O)([O-])C=1C=C(C=CC1O)C1=CC(=C(C=C1)O)[N+](=O)[O-]